Isodecyl Salicylate (3,7-dimethyloctan-1-yl salicylate) CC(CCOC=1C(C(=O)O)=CC=CC1)CCCC(C)C.C(C=1C(O)=CC=CC1)(=O)OCCCCCCCC(C)C